COCCN1C(C2=CC=CC=C2C(=C1)C(C)N(C(=O)N)C)=O 1-(1-(2-(2-methoxyethyl)-1-oxo-1,2-dihydroisoquinolin-4-yl)ethyl)-1-methylurea